N-(4-((4-fluoro-3-(pyridin-2-yl)phenyl)amino)-7-(3-(4-methylpiperazin-1-yl)propoxy)quinazolin-6-yl)acryl-amide FC1=C(C=C(C=C1)NC1=NC=NC2=CC(=C(C=C12)NC(C=C)=O)OCCCN1CCN(CC1)C)C1=NC=CC=C1